(3S,4S)-1-methyl-4-((5-methyl-4-(methylamino)-7,8-dihydro-6H-cyclopenta[5,6]pyrido[2,3-d]pyrimidin-2-yl)amino)pyrrolidin-3-ol CN1C[C@@H]([C@H](C1)NC=1N=C(C2=C(N1)N=C1C(=C2C)CCC1)NC)O